tetradecyl (tert-butoxycarbonyl)-L-alaninate C(C)(C)(C)OC(=O)N[C@@H](C)C(=O)OCCCCCCCCCCCCCC